(S)-3-amino-3-(3-(2-chlorophenoxy)phenyl)propanoic acid ethyl ester hydrochloride Cl.C(C)OC(C[C@@H](C1=CC(=CC=C1)OC1=C(C=CC=C1)Cl)N)=O